ClC1=CC=C(CN2C(=NC=3N(C(N(C(C23)=O)CCCO)=O)C)OC2=CC=C(C=C2)OC)C=C1 7-(4-chlorobenzyl)-1-(3-hydroxypropyl)-8-(4-methoxyphenoxy)-3-methyl-1H-purine-2,6(3H,7H)-dione